2-fluoro-4-((9-(3-hydroxycyclopentyl)-7-methyl-8-oxo-8,9-dihydro-7H-purin-2-yl)amino)-5-methylbenzonitrile FC1=C(C#N)C=C(C(=C1)NC1=NC=C2N(C(N(C2=N1)C1CC(CC1)O)=O)C)C